N-(2-(2,6-dioxo-piperidin-3-yl)-3-oxoisoindolin-5-yl)-3-(trifluoro-methoxy)benzene-sulfonamide O=C1NC(CCC1N1CC2=CC=C(C=C2C1=O)NS(=O)(=O)C1=CC(=CC=C1)OC(F)(F)F)=O